tert-butyl (S)-(1-(3-(4-((5-bromo-3-fluoropyridin-2-yl)oxy)phenyl)-1,2,4-oxadiazol-5-yl)-3-hydroxypropan-2-yl)carbamate BrC=1C=C(C(=NC1)OC1=CC=C(C=C1)C1=NOC(=N1)C[C@@H](CO)NC(OC(C)(C)C)=O)F